N-(1-cyanopyrrolidin-3-yl)-6-(4-(2,4-di-fluorophenyl)piperazin-1-yl)nicotinamide C(#N)N1CC(CC1)NC(C1=CN=C(C=C1)N1CCN(CC1)C1=C(C=C(C=C1)F)F)=O